1-methyl-1H-indole-2-carboxylate CN1C(=CC2=CC=CC=C12)C(=O)[O-]